C(C)(C)(C)OC(=O)N1CCC(CC1)C1=NC(=CC=C1)OCC1=CC=C(C2=C1SC=C2)C#N 4-(6-((4-cyanobenzo[b]thiophene-7-yl)methoxy)pyridin-2-yl)piperidine-1-carboxylic acid tert-butyl ester